5-((1R,4R)-2,5-diazabicyclo[2.2.1]heptan-2-yl)-N-((R)-1-(3-(1-ethyl-1H-pyrazol-3-yl)-5-(1-methyl-1H-pyrazol-4-yl)phenyl)ethyl)-2-methylbenzamide [C@H]12N(C[C@H](NC1)C2)C=2C=CC(=C(C(=O)N[C@H](C)C1=CC(=CC(=C1)C=1C=NN(C1)C)C1=NN(C=C1)CC)C2)C